N-(2'-morpholinoethyl)-N-(pyreneformyl)amine O1CCN(CC1)CCNC(=O)C1=CC=C2C=CC3=CC=CC4=CC=C1C2=C34